ClC=1C=C(C2=C(C=C(O2)[C@H](C)NC(=O)C=2C=NN3C2N=CC=C3)C1)C(=O)OC Methyl (S)-5-chloro-2-(1-(pyrazolo[1,5-a]pyrimidine-3-carboxamido) ethyl)benzofuran-7-carboxylate